CN(C1=CC=C(C=C1)C1=NC=NC=2C3(CCC(C12)C3(C)C)C)C 4-(4-dimethylaminophenyl)-8,9,9-trimethyl-5,6,7,8-tetrahydro-5,8-methanoquinazolin